FC(C1=NN(C(=C1)C(F)F)CC(=O)N1CCC(CC1)C1=CC(=NC=C1)C(=O)NC1CCCC2=CC=CC=C12)F 4-[1-[2-[3,5-bis(difluoromethyl)pyrazol-1-yl]acetyl]-4-piperidinyl]-N-tetrahydronaphthalen-1-ylpyridin-2-carboxamide